sodium N-methyl-acrylamide CNC(C=C)=O.[Na]